[N+](=O)([O-])C1=CC=C(OC2=CC=C(C=C2)C(C(=O)OCC)=O)C=C1 ethyl 2-(4-(4-nitrophenoxy) phenyl)-2-oxoacetate